4-(6-Methyl-3,6-diazabicyclo[3.1.1]heptan-3-yl)-N-(3-phenylpropyl)-1H-benzo[d]imidazole-1-carboxamide CN1C2CN(CC1C2)C2=CC=CC=1N(C=NC12)C(=O)NCCCC1=CC=CC=C1